[Cl-].OCC[S+](C)CI (2-hydroxyethyl)(iodomethyl)(methyl)sulfonium chloride